C(C)OC1CN(C1)[C@@H]1[C@H](CCCCC1)OC=1C=C2CN(C(C2=CC1)=O)C1C(NC(CC1)=O)=O 3-(5-(((1S,2S)-2-(3-ethoxyazetidin-1-yl)cycloheptyl)oxy)-1-oxoisoindolin-2-yl)piperidine-2,6-dione